4-[3-[2,6-Dichloro-4-[(2S,5S)-2,4,5-trimethylpiperazin-1-yl]benzoyl]-2,4-dihydro-1,3-benzoxazin-8-yl]-5-fluoro-2-(3-oxa-8-azabicyclo[3.2.1]octan-8-yl)benzoic acid ClC1=C(C(=O)N2COC3=C(C2)C=CC=C3C3=CC(=C(C(=O)O)C=C3F)N3C2COCC3CC2)C(=CC(=C1)N1[C@H](CN([C@H](C1)C)C)C)Cl